C(CCCCCCCCCCCCCCCCC)(=O)OC1CC(NC(C1)(C)C)(C)C 2,2,6,6-tetramethyl-4-piperidyl stearate